(E)-1-(8-bromoquinolin-2-yl)-N-(2,6-diisopropyl-4-methoxyphenyl)ethane-1-imine BrC=1C=CC=C2C=CC(=NC12)\C(\C)=N\C1=C(C=C(C=C1C(C)C)OC)C(C)C